(6-chloro-4-(hydroxymethyl)-1H-pyrrolo[2,3-B]pyridin-1-yl)-N-methylacetamide ClC1=CC(=C2C(=N1)N(C=C2)CC(=O)NC)CO